(S)-N-((1-azabicyclo[2.2.1]hept-4-yl)methyl)-1-(4-fluorophenyl)-3,4-dihydroisoquinoline-2(1H)-carboxamide N12CCC(CC1)(C2)CNC(=O)N2[C@H](C1=CC=CC=C1CC2)C2=CC=C(C=C2)F